1-(4-((3-chloro-1H-pyrrolo[2,3-b]pyridin-4-yl)oxy)-2-fluorophenyl)-3-(3-(difluoromethyl)-4-((4-methylpiperazin-1-yl)methyl)phenyl)urea ClC1=CNC2=NC=CC(=C21)OC2=CC(=C(C=C2)NC(=O)NC2=CC(=C(C=C2)CN2CCN(CC2)C)C(F)F)F